(6R)-17-amino-6-hydroxy-12-[(2-propylphenyl)methyl]-6,15-bis(trifluoromethyl)-19-oxa-3,4,12,18-tetrazatricyclo[12.3.1.12,5]nonadeca-1(18),2,4,14,16-pentaen-13-one NC1=CC(=C2C(N(CCCCC[C@@](C3=NN=C(C1=N2)O3)(C(F)(F)F)O)CC3=C(C=CC=C3)CCC)=O)C(F)(F)F